BrC=1C(N(N=C(C1CBr)Cl)C)=O 4-bromo-5-(bromomethyl)-6-chloro-2-methylpyridazin-3(2H)-one